2-{[7-(2-ethylbenzyloxy)benzo[d][1,3]Dioxol-4-yl]Methylamino}propionamide C(C)C1=C(COC2=CC=C(C3=C2OCO3)CNC(C(=O)N)C)C=CC=C1